CNCCS(=O)(=O)[O-].NCCS(=O)(=O)OC(CCCCCCCCCCCCC)=O.[K+] potassium myristoyl taurate methyltaurate